FC(CO)(O)F 1,1-difluoro-2-hydroxyethanol